FC1=C(C=CC(=C1)F)C1N(CCC2=CC=CC=C12)C(=O)O[C@H]1CN(CC1)C(=O)OC(C)(C)C (R)-1-(tert-butoxycarbonyl)pyrrolidin-3-yl 1-(2,4-difluorophenyl)-3,4-dihydroisoquinoline-2(1H)-carboxylate